7-(2-(2-Fluoro-5-((6-fluoro-4-(2-hydroxy-3-(methylamino)propyl)-1H-indol-5-yl)oxy)phenyl)-1H-imidazol-5-yl)-7-(3-iodophenyl)octanoic acid FC1=C(C=C(C=C1)OC=1C(=C2C=CNC2=CC1F)CC(CNC)O)C=1NC(=CN1)C(CCCCCC(=O)O)(C)C1=CC(=CC=C1)I